((R)-4,4-difluoropyrrolidin-2-yl)-N-((2-(6-((cis)-2,6-dimethylmorpholino)pyridin-2-yl)-1,6-naphthyridin-7-yl)methyl)-4-methylbenzamide FC1(C[C@@H](NC1)C1=C(C(=O)NCC2=NC=C3C=CC(=NC3=C2)C2=NC(=CC=C2)N2C[C@@H](O[C@@H](C2)C)C)C=CC(=C1)C)F